ClC1=C(C=CC2=C1[C@H](OC1=NC3=C(C(N(CC(O2)CO)C)=O)C=NN3C=C1)C)F (13R)-12-chloro-11-fluoro-7-(hydroxymethyl)-5,13-dimethyl-6,7-dihydro-13H-1,15-ethenopyrazolo[4,3-f][1,10,4,8]benzodioxadiazacyclotridecin-4(5H)-one